Cl.COC(=O)C1CC2(C1)CCNCC2 7-azaspiro[3.5]nonane-2-carboxylic acid methyl ester hydrochloride